NC1=NC=2C=CC(=CC2C2=C1COC2)C(=O)N2[C@H](COC[C@H]2C2=CC=C(C=C2)OC(F)(F)F)C (4-amino-1,3-dihydrofuro[3,4-c]quinolin-8-yl)-[(3S,5R)-3-methyl-5-[4-(trifluoromethoxy)phenyl]morpholin-4-yl]methanone